5-bromo-3-isopropenyl-2-methyl-pyrazolo[3,4-C]pyridine BrC1=CC=2C(C=N1)=NN(C2C(=C)C)C